[Cl-].C(C)(C)(C)[NH2+]CCN1C(C2=CC=3C(=NC=CC3N2CC1)Cl)=O tert-butyl-2-(6-chloro-10-oxo-1,5,11-triazatricyclo[7.4.0.02,7]trideca-2(7),3,5,8-tetraen-11-yl)ethylammonium chloride